COC(=O)C1=NC(=C(C=C1)N1CC2CC2C1)C#N 5-{3-Azabicyclo[3.1.0]hex-3-yl}-6-cyanopyridine-2-carboxylic acid methyl ester